CC=1CC(C(CC1)C)C=O 3,6-Dimethylcyclohex-3-en-1-carbaldehyd